CC(CO)(C(C(CO)CC)CCC)C 2,2-dimethyl-4-ethyl-3-propyl-1,5-pentanediol